COCOC1=CC=C2CCC(OC2=C1)C(=O)[O-].[Li+] lithium 7-(methoxymethoxy)chromane-2-carboxylate